2-aminopentanediol NC(C(O)O)CCC